C(CCC)[Sn](C1=NC(=CC2=CC=CC=C12)N)(CCCC)CCCC 1-(tributylstannyl)isoquinolin-3-amine